6-({[(Hydroxymethyl)cyclobutyl]amino}methyl)-4-(trifluoromethyl)-2,3-dihydro-1H-isoindol-1-one OCC1(CCC1)NCC1=CC(=C2CNC(C2=C1)=O)C(F)(F)F